C1(CC1)[C@@H](C)NC=1N=CC2=C(N1)NC=C2C2=CC=1N(C=C2)N=CC1C(=O)NCC(F)F (R)-5-(2-((1-cyclopropylethyl)amino)-7H-pyrrolo[2,3-d]pyrimidin-5-yl)-N-(2,2-difluoroethyl)pyrazolo[1,5-a]pyridine-3-carboxamide